N-Methyl-5-[6-(1H-pyrazol-4-yl)-1,2,4-triazin-3-yl]-N-(2,2,6,6-tetramethylpiperidin-4-yl)[1,3]thiazolo[5,4-d][1,3]thiazol-2-amin CN(C=1SC=2N=C(SC2N1)C=1N=NC(=CN1)C=1C=NNC1)C1CC(NC(C1)(C)C)(C)C